Cl.BrC=1C=C2C=3CCC(C(C3NC2=CC1)N)F 6-Bromo-2-fluoro-2,3,4,9-tetrahydro-1H-carbazol-1-amine Hydrogen Chloride Salt